The molecule is a fatty acid methyl ester resulting from the formal condensation of the carboxy group of (11Z,14Z)-icosadienoic acid with methanol. It has a role as an animal metabolite. It is a fatty acid methyl ester and a polyunsaturated fatty ester. It derives from an (11Z,14Z)-icosadienoic acid. CCCCC/C=C\\C/C=C\\CCCCCCCCCC(=O)OC